ClCC=1C(=NC=CC1OC)C(F)F 3-(chloromethyl)-2-(difluoromethyl)-4-methoxypyridine